FC(C1=NN(C=C1S(=O)(=O)C(C)(F)C1CCNCC1)C)F 4-{1-[3-(difluoromethyl)-1-methyl-1H-pyrazole-4-sulfonyl]-1-fluoroethyl}piperidine